C(C)N1[C@@H]2CN([C@H](C1)C2)C2=NC(=CC(=N2)NC2=CC1=C(C=N2)SC(=N1)C=1C=NC=C(C1)N1[C@@H](COCC1)C)C 2-[(1S,4S)-5-ethyl-2,5-diazabicyclo[2.2.1]heptan-2-yl]-6-methyl-N-(2-{5-[(3R)-3-methylmorpholin-4-yl]pyridin-3-yl}-[1,3]thiazolo[5,4-c]pyridin-6-yl)pyrimidin-4-amine